(6-(2-fluoropropan-2-yl)pyrazolo[1,5-a]pyridin-3-yl)methanone FC(C)(C)C=1C=CC=2N(C1)N=CC2C=O